CC1=C(C=CC=2C3=CC=CC=C3NC12)C 1,2-dimethylcarbazole